OC[C@H](C1=CC=CC=C1)NC1=NC(=NC=C1C=1OC=NN1)NC=1C=C2C(C(NC(C2=CC1)=O)C)C 6-((4-(((S)-2-hydroxy-1-phenylethyl)amino)-5-(1,3,4-oxadiazol-2-yl)pyrimidin-2-yl)amino)-3,4-dimethyl-3,4-dihydroisoquinolin-1(2H)-one